6-[2-(trifluoromethyl)-1-piperidinyl]-4-[2-[6-(trifluoromethyl)-3-pyridinyl]-1H-pyrrolo[2,3-b]Pyridin-4-yl]-1H-pyridin-2-one FC(C1N(CCCC1)C1=CC(=CC(N1)=O)C1=C2C(=NC=C1)NC(=C2)C=2C=NC(=CC2)C(F)(F)F)(F)F